4-Amino-2-trifluoromethyl-5-methyl-benzonitrile NC1=CC(=C(C#N)C=C1C)C(F)(F)F